1-(4-((4-((4-((2-(3,3-bis(hydroxymethyl)pyrrolidin-1-yl)pyridin-4-yl)oxy)-2-fluorophenyl)amino)-7-methoxyquinazolin-6-yl)amino)piperidin-1-yl)prop-2-en-1-one OCC1(CN(CC1)C1=NC=CC(=C1)OC1=CC(=C(C=C1)NC1=NC=NC2=CC(=C(C=C12)NC1CCN(CC1)C(C=C)=O)OC)F)CO